4'-[(dimethylamino)methyl]-7-methyl-4-(1,3-oxazol-4-yl)spiro[1,3-benzodioxole-2,1'-cyclohexane]-6-carboxylic acid CN(C)CC1CCC2(CC1)OC1=C(O2)C(=C(C=C1C=1N=COC1)C(=O)O)C